N1(CCNCC1)C1=CC=C(C=O)C=C1 4-(piperazin-1-yl)benzaldehyde